N1(CCCCC1)S(=O)(=O)C=1C=C(C=CC1)C1=CC=C(C=C1)N1N=NC=C1C(=O)O (3'-(piperidine-1-ylsulfonyl)-[1,1'-biphenyl]-4-yl)-1H-1,2,3-triazole-5-carboxylic acid